3-[3-(benzotriazol-2-yl)-5-tert-butyl-4-hydroxy-phenyl]propionic acid N=1N(N=C2C1C=CC=C2)C=2C=C(C=C(C2O)C(C)(C)C)CCC(=O)O